2-hydroxy-phenoxazine OC1=CC=2NC3=CC=CC=C3OC2C=C1